NC=1C=C(C(=O)O)C=CC1N1CCCCC1 3-amino-4-(piperidin-1-yl)benzoic acid